3-((2-hydroxyethyl)sulfonyl)benzamide OCCS(=O)(=O)C=1C=C(C(=O)N)C=CC1